4-(4-azaspiro[2.4]hept-6-yl)pyridin-2(1H)-one C1CC12NCC(C2)C2=CC(NC=C2)=O